(S)-6-((2-methoxyethyl)(methyl)amino)-2,5-dimethylhexan-3-one COCCN(C[C@H](CC(C(C)C)=O)C)C